N1=C(C=CC=C1)CCCC(=O)O 4-(pyridin-2-yl)butanoic acid